O1C(=NC2=C1C=CC=C2)NC2CCC(CC2)=O 4-(benzoxazolylamino)cyclohexanone